[1-(3-amino-6-chloro-pyridazin-4-yl)pyrazol-4-yl]boronic acid NC=1N=NC(=CC1N1N=CC(=C1)B(O)O)Cl